FC(C(C)(C)C1=NN=C(O1)C(=O)[O-])F.[K+] potassium 5-(1,1-difluoro-2-methylpropan-2-yl)-1,3,4-oxadiazole-2-carboxylate